COC(CC1=C(C=C(C=C1)C1CCN(CC1)CC(F)F)F)=O 2-{4-[1-(2,2-difluoroethyl)piperidin-4-yl]-2-fluorophenyl}acetic acid methyl ester